4-amino-3-fluoro-5-fluoro-6-(7-fluoro-1H-indol-6-yl)pyridine-2-carboxylic acid methyl ester COC(=O)C1=NC(=C(C(=C1F)N)F)C1=CC=C2C=CNC2=C1F